2-(5-(1-(6-((2,5-dioxopyrrolidin-1-yl)oxy)-6-oxohexyl)-3,3-dimethyl-5-sulfoindolin-2-ylidene)penta-1,3-dien-1-yl)-1-ethyl-3,3-dimethyl-3H-indol-1-ium-5-sulfonic acid O=C1N(C(CC1)=O)OC(CCCCCN1C(C(C2=CC(=CC=C12)S(=O)(=O)O)(C)C)=CC=CC=CC1=[N+](C2=CC=C(C=C2C1(C)C)S(=O)(=O)O)CC)=O